[3-(4-aminocinnolin-7-yl)-4-(pyrrolidin-1-yl)phenyl]boronic Acid Formic Acid Salt C(=O)O.NC1=CN=NC2=CC(=CC=C12)C=1C=C(C=CC1N1CCCC1)B(O)O